ClC1=CC2=C(N=C3N(C2=O)CC(C3)C3CC3)C(=N1)C1=C(C=C(C=C1)Cl)F 3-chloro-1-(4-chloro-2-fluorophenyl)-8-cyclopropyl-8,9-dihydropyrido[3,4-d]pyrrolo[1,2-a]pyrimidin-5(7H)-one